N-((3S,4S)-3-((7-(2,6-dichloro-3,5-dimethoxyphenyl)-5-(2,6-dimethylmorpholino)-2,6-naphthyridin-3-yl)amino)tetra-hydro-2H-pyran-4-yl)acrylamide ClC1=C(C(=C(C=C1OC)OC)Cl)C1=NC(=C2C=C(N=CC2=C1)N[C@@H]1COCC[C@@H]1NC(C=C)=O)N1CC(OC(C1)C)C